N=1C=NN2C1C=C(C=C2)OC2=C(C=C(C=C2)NC=2C1=C(N=CN2)SC(=C1)C=1C=CC(=C(C1)NC(C=C)=O)N1CCN(CC1)C1CC1)C N-(5-(4-((4-([1,2,4]triazolo[1,5-a]pyridin-7-yloxy)-3-methylphenyl)amino)thieno[2,3-d]pyrimidin-6-yl)-2-(4-cyclopropylpiperazin-1-yl)phenyl)acrylamide